2-methyl-3-nitrobenzenesulfonyl chloride CC1=C(C=CC=C1[N+](=O)[O-])S(=O)(=O)Cl